COC=1C=C(C=CC=O)C=C(C1OC)OC 3,4,5-trimethoxycinnamaldehyde